NC1=C(C=2C(=NC=C(C2S1)F)C=1C2=C(C=3C=NC(=NC3C1F)N1C[C@@H]3CN(C[C@@H]3C1)C)COC2)C#N 2-Amino-7-fluoro-4-(5-fluoro-3-((3aR,6aS)-5-methylhexahydropyrrolo[3,4-c]pyrrol-2(1H)-yl)-7,9-dihydrofuro[3,4-f]quinazolin-6-yl)thieno[3,2-c]pyridine-3-carbonitrile